CN(C)C[C@H]1N2C(OC1)=C(C=N2)[S@@](=O)(N)=NC(NC2=C1CCCC1=CC=1CCCC21)=O (R,3R)-3-((dimethylamino)methyl)-N'-((1,2,3,5,6,7-hexahydro-s-indacen-4-yl)carbamoyl)-2,3-dihydropyrazolo[5,1-b]oxazole-7-sulfonimidamide